tert-Butyl (1S,3S,5R)-5-((allyloxy)methyl)-3-((3-((allyloxy)methyl)-6-bromopyridin-2-yl)carbamoyl)-2-azabicyclo[3.1.0]hexane-2-carboxylate C(C=C)OC[C@@]12C[C@H](N([C@H]2C1)C(=O)OC(C)(C)C)C(NC1=NC(=CC=C1COCC=C)Br)=O